2-(3,6-diazabicyclo[3.1.1]heptan-3-yl)-4-methyl-7-(thiazol-2-yl)benzo[d]oxazole C12CN(CC(N1)C2)C=2OC1=C(N2)C(=CC=C1C=1SC=CN1)C